4-(benzyloxy)-8-(chloromethyl)-1-methyl-7,8-dihydro-6H-thieno[3,2-e]indole-6-carboxamide C(C1=CC=CC=C1)OC1=C2C(=C3C(CN(C3=C1)C(=O)N)CCl)C(=CS2)C